N-(1-benzyl-3-cyano-1H-indol-5-yl)-1-methyl-1H-imidazole-5-carboxamide C(C1=CC=CC=C1)N1C=C(C2=CC(=CC=C12)NC(=O)C1=CN=CN1C)C#N